2'-dimethoxymethoxy-3,3'-dimethyl-1,1'-binaphthyl COC(OC1=C(C2=CC=CC=C2C=C1C)C1=CC(=CC2=CC=CC=C12)C)OC